(Z)-7-(2,4-dioxo-5-(quinolin-2-ylmethylene)thiazolidin-3-yl)-N-hydroxyheptanamide O=C1S\C(\C(N1CCCCCCC(=O)NO)=O)=C/C1=NC2=CC=CC=C2C=C1